CN(C1(CN(CCN(C1)CC1=NC=CC=C1)CC1=NC=CC=C1)C)C 6-dimethylamino-1,4-bis(pyridin-2-ylmethyl)-6-methyl-1,4-diazepane